C(CCC)C1=NC=CC=C1 butylpyridin